FC(C1=NC=C(C(=C1)C1=C(C=NC(=C1)C1=NN(C=C1)C1OCCCC1)C(=O)OC)OC)F methyl 2'-(difluoromethyl)-5'-methoxy-6-(1-(tetrahydro-2H-pyran-2-yl)-1H-pyrazol-3-yl)-[4,4'-bipyridine]-3-carboxylate